C(C1=CC=CC=C1)OC(=O)NCCOC[C@@H](CO)NC(OCC1=CC=CC=C1)=O benzyl (R)-(1-(2-(((benzyloxy)carbonyl)amino)ethoxy)-3-hydroxypropan-2-yl)carbamate